C[C@@H]1CN(CCN1)C(=O)OC(C)(C)C tert-butyl (R)-3-methylpiperazin-1-carboxylate